1-(3-(((1-(4-((9-cyclopentyl-8-(phenylamino)-9H-purin-2-yl)amino)phenyl)piperidin-4-yl)(methyl)amino)methyl)phenyl)dihydropyrimidine-2,4(1H,3H)-dione C1(CCCC1)N1C2=NC(=NC=C2N=C1NC1=CC=CC=C1)NC1=CC=C(C=C1)N1CCC(CC1)N(C)CC=1C=C(C=CC1)N1C(NC(CC1)=O)=O